CCCCCCCCCCCCCCCC(=O)OC[C@H](COP(=O)(O)OC[C@@H](C(=O)O)N)OC(=O)CCCCCCC/C=C\CCCCCCCC 1-hexadecanoyl-2-(9Z-octadecenoyl)-sn-glycero-3-phosphoserine